((4-(4-((2-isopropyl-1H-imidazol-1-yl)methyl)phenyl)-2-propylthiazol-5-yl)sulfonyl)aminoFormic acid butyl ester C(CCC)OC(=O)NS(=O)(=O)C1=C(N=C(S1)CCC)C1=CC=C(C=C1)CN1C(=NC=C1)C(C)C